FC1=C(C=CC=C1)/C=C/C(=O)OC Methyl (2E)-3-(2-fluorophenyl)prop-2-enoate